5-nitrouracil [N+](=O)([O-])C=1C(NC(NC1)=O)=O